6-(2-{6-azaspiro[2.5]oct-6-yl}-4-iodobenzoylamino)-8-(4,4-difluoropiperidin-1-yl)quinoline-3-carboxylic acid C1CC12CCN(CC2)C2=C(C(=O)NC=1C=C3C=C(C=NC3=C(C1)N1CCC(CC1)(F)F)C(=O)O)C=CC(=C2)I